(6Z,9Z,28Z,31Z)-heptatriaconta-6,9,28,31-tetraen CCCCC\C=C/C\C=C/CCCCCCCCCCCCCCCCC\C=C/C\C=C/CCCCC